C(#N)C=1C=CC(=NC1)COC1=CC=CC(=N1)N1CCN(CC1)CC1=NC2=C(N1C[C@H]1OCC1)C=C(C=C2)C(=O)OC methyl (S)-2-((4-(6-((5-cyanopyridin-2-yl)methoxy)pyridin-2-yl)piperazin-1-yl)methyl)-1-(oxetan-2-ylmethyl)-1H-benzo[d]imidazol-6-carboxylate